trans-tert-Butyl (4-(((5-bromo-2-chloropyrimidin-4-yl)amino)methyl)cyclohexyl)carbamate BrC=1C(=NC(=NC1)Cl)NC[C@@H]1CC[C@H](CC1)NC(OC(C)(C)C)=O